COC1N(C([NH+](CC1)C)C)C 4-methoxy-1,2,3-trimethyl-1,4,5,6-tetrahydropyrimidinium